6-chloro-2-(3,4-dichlorophenyl-methyl)benzimidazole ClC=1C=CC2=C(N=C(N2)CC2=CC(=C(C=C2)Cl)Cl)C1